(4R)-3,3-difluoro-1-[4-({8-[3-(methanesulfonyl-methyl)azetidin-1-yl]isoquinolin-3-yl}amino)pyrimidin-2-yl]-5,5-dimethyl-piperidin-4-ol FC1(CN(CC([C@H]1O)(C)C)C1=NC=CC(=N1)NC=1N=CC2=C(C=CC=C2C1)N1CC(C1)CS(=O)(=O)C)F